C1(CC1)N(C(=O)C1=CN(C(C2=CC(=C(C=C12)OC)OC)=O)C1=C2C=CN(C2=CC(=C1)F)C)C(C)C N-cyclopropyl-2-(6-fluoro-1-methyl-1H-indol-4-yl)-6,7-dimethoxy-1-oxo-N-(propan-2-yl)-1,2-dihydroisoquinoline-4-carboxamide